Cl.N1[C@@H](CNCC1)CC#N (R)-2-(piperazine-2-yl)acetonitrile hydrochloride